2,3,4,6,7,8,9,10-octahydropyrimido[1,2-a]azepin-1-ium butylcarbamate C(CCC)NC([O-])=O.[NH+]=1CCCN2C1CCCCC2